[N+](=O)([O-])C=1C=NN(C1)C1CCS(CC1)=O 4-(4-nitro-1H-pyrazol-1-yl)tetrahydro-2H-thiopyran 1-oxide